NC=1C=C(C=CC1)S(=O)(=N[Si](C)(C)C(C)(C)C)C(C)(C)C (3-aminophenyl)(tert-butyl)((tert-butyldimethylsilyl)imino)-λ6-sulfanone